C(C1=CC=CC=C1)NC(C(N1C(C=2N(C=3C=CC=CC13)N=C1C=CC=CC12)=O)C1=CC=C(C=C1)Cl)=O N-benzyl-2-(4-chlorophenyl)-2-(6-oxoindazolo[2,3-a]quinoxalin-5(6H)-yl)acetamide